4-Chloro-5-((5-chloropyrazin-2-yl)thio)-2-methyl-2H-indazole ClC=1C2=CN(N=C2C=CC1SC1=NC=C(N=C1)Cl)C